1,4-dichloro-2,3-butanediol ClCC(C(CCl)O)O